C(#N)C=1C=CC(=NC1)N1CCN(CC1)C(=O)C=1C=C(CC2=NNC(C3=CC=C(C=C23)B(O)O)=O)C=CC1F 4-(3-(4-(5-cyanopyridin-2-yl)piperazine-1-carbonyl)-4-fluorobenzyl)-1-oxo-1,2-dihydrophthalazin-6-ylboronic acid